2-(2,6-dihydropyrrolo[3,4-c]pyrazol-5(4H)-yl)-N,N-dimethylpyrimidine-4-carboxamide N=1NC=C2C1CN(C2)C2=NC=CC(=N2)C(=O)N(C)C